((1r,3r)-3-(benzyloxy)cyclobutyl)methanol C(C1=CC=CC=C1)OC1CC(C1)CO